tertiary butyl nitrite N(=O)OC(C)(C)C